5-phenyl-2-{[4-(4,4,5,5-tetramethyl-1,3,2-dioxaborolan-2-yl)phenyl]methyl}-1,2-dihydro-2,7-naphthyridin-1-one C1(=CC=CC=C1)C1=C2C=CN(C(C2=CN=C1)=O)CC1=CC=C(C=C1)B1OC(C(O1)(C)C)(C)C